FC1=NC=CC(=C1)C1(CN(C1)C(=O)OC(C)(C)C)O tert-butyl 3-(2-fluoropyridin-4-yl)-3-hydroxyazetidine-1-carboxylate